C12(CC3CC(CC(C1)C3)C2)NCCCCCCCC2=NC=3C=CC=C(C3C(N2C2C(NC(CC2)=O)=O)=O)C#N 2-(7-(((3s,5s,7s)-adamantan-1-yl)amino)heptyl)-3-(2,6-dioxopiperidin-3-yl)-4-oxo-3,4-dihydroquinazoline-5-carbonitrile